(R)-cyclopropyl-(4-(4-((1-(3-(difluoromethyl)-2-fluorophenyl)ethyl)amino)-7-methoxy-2-methylpyrido[2,3-d]pyrimidin-6-yl)-5,6-dihydropyridin-1(2H)-yl)methanone C1(CC1)C(=O)N1CC=C(CC1)C1=CC2=C(N=C(N=C2N[C@H](C)C2=C(C(=CC=C2)C(F)F)F)C)N=C1OC